N=S(=O)(C1(CC1)CNC1=NN=C(C2=CC=CC=C12)C1=CC=C(C=C1)C(F)(F)F)C imino(methyl)(1-(((4-(4-(trifluoromethyl)phenyl)phthalazin-1-yl)amino)methyl)cyclopropyl)-sulfanone